[C@H](C)(CC)[C@@H]1N(CC2=C(NC1=O)C=CC=C2)CCOC (S)-3-((S)-sec-butyl)-4-(2-methoxyethyl)-1,3,4,5-tetrahydro-2H-benzo[e][1,4]diazepin-2-one